OC(C(=O)C1=CC=CC2=CC=CC=C12)C1=CC=CC2=CC=CC=C12 2-hydroxy-1,2-bis(naphthalen-1-yl)ethan-1-one